3-epoxycyclopentyl glycidyl ether C(C1CO1)OC1C2C(CC1)O2